C(C(C)C)N1C(=CC(CC1)(C)C)CC(CC)=O 1-(1-isobutyl-4,4-dimethyl-1,4,5,6-tetrahydropyridin-2-yl)butan-2-one